[Au+].C(C)P(CC)CC (triethylphosphine) Gold(I)